FC1=CC=C(CC=2C(=NC=CN2)NC2CC(N(CC2)C(=O)OC(C)(C)C)C)C=C1 tert-butyl 4-((3-(4-fluorobenzyl) pyrazin-2-yl) amino)-2-methylpiperidine-1-carboxylate